6-(((4-((5-cyclopropyl-3-(3,5-dichloropyridin-4-yl)isoxazol-4-yl)methoxy)bicyclo[2.2.2]octan-1-yl)methoxy)methyl)-4-(trifluoromethyl)picolinic acid C1(CC1)C1=C(C(=NO1)C1=C(C=NC=C1Cl)Cl)COC12CCC(CC1)(CC2)COCC2=CC(=CC(=N2)C(=O)O)C(F)(F)F